FC(S(=O)(=O)OC=1C=CC2=CC3=C(C4=C(O3)C=3C=CC=CC3C=C4)C=C2C1)(F)F Dinaphtho[1,2-b:2',3'-d]furan-9-yl trifluoromethanesulfonate